N-(2-((4-(2-((3-(1H-Imidazol-1-yl)benzyl)(methyl)amino)ethyl)phenyl)carbamoyl)-4,5-dimethoxyphenyl)-5-hydroxy-4-oxo-4H-pyran-2-carboxamide N1(C=NC=C1)C=1C=C(CN(CCC2=CC=C(C=C2)NC(=O)C2=C(C=C(C(=C2)OC)OC)NC(=O)C=2OC=C(C(C2)=O)O)C)C=CC1